O1CCN(CC1)C1=CC=C(CN2C(N(CC2)C2=NC(=CC=C2)C2=NN=CN2C(C)C)=O)C=C1 1-(4-morpholinobenzyl)-3-(6-(4-isopropyl-4H-1,2,4-triazol-3-yl)pyridin-2-yl)imidazolidin-2-one